dibenzo(a,c)anthracene C1=CC=CC2=C1C1=CC3=CC=CC=C3C=C1C1=C2C=CC=C1